C(CCCC)C1=C(C=CC=C1)C=1NC=CN1 2-pentylphenylimidazole